C(#N)[C@H]1N(CSC1)C(CNC(=O)C1=CC=NC2=CC=C(C=C12)OCCF)=O (R)-N-(2-(4-cyanothiazolidin-3-yl)-2-oxoethyl)-6-(2-fluoroethoxy)-quinoline-4-carboxamide